(S)-2-((S)-4,4-difluoro-3-(6-oxo-1,6-dihydropyridin-3-yl)piperidin-1-yl)-N-(5-(pyrimidin-4-yloxy)pyridin-2-yl)propanamide FC1([C@H](CN(CC1)[C@H](C(=O)NC1=NC=C(C=C1)OC1=NC=NC=C1)C)C1=CNC(C=C1)=O)F